N-(5-(4-((1R,2S)-6-hydroxy-2-phenyl-1,2,3,4-tetrahydronaphthalen-1-yl)phenoxy)pentyl)-2-(7-phenyl-2,7-diazaspiro[4.4]nonan-2-yl)isonicotinamide OC=1C=C2CC[C@@H]([C@@H](C2=CC1)C1=CC=C(OCCCCCNC(C2=CC(=NC=C2)N2CC3(CC2)CN(CC3)C3=CC=CC=C3)=O)C=C1)C1=CC=CC=C1